1'-((1s,4s)-4-isopropylcyclohexyl)-2-(2-(methylsulfonamido)ethyl)-3-oxo-2,3-dihydro-1H-spiro[isoquinoline-4,4'-piperidin]-7-yl carbamate C(N)(OC1=CC=C2C(=C1)CN(C(C21CCN(CC1)C1CCC(CC1)C(C)C)=O)CCNS(=O)(=O)C)=O